1-adamantylmethyl (2,3,4,5,6-pentafluorophenyl) carbonate C(OCC12CC3CC(CC(C1)C3)C2)(OC2=C(C(=C(C(=C2F)F)F)F)F)=O